C(C)(C)(CC)C1CCC(CC1)N(C(C1=CC(C(=O)N)=CC(=C1)NC(=O)C1CCC(CC1)C(C)(C)C)=O)C1CCC(CC1)C(C)(C)CC N,N-bis(4-t-amyl-cyclohexyl)-5-(4-t-butyl-cyclohexylcarbonylamino)-isophthalamide